C(C1=CC=CC=C1)OC(=O)NC1=CC(=C(C(=C1)C(F)(F)F)C#CCCC(=O)OC)Cl methyl 5-(4-(((benzyloxy)carbonyl)amino)-2-chloro-6-(trifluoromethyl)phenyl)pent-4-ynoate